(1s,4s)-4-((5-(1-(Difluoromethyl)-1H-pyrazol-3-yl)-2-((2-(1-(difluoromethyl)-1H-pyrazol-4-yl)pyrimidin-4-yl)amino)pyridin-4-yl)amino)-1-methylcyclohexan-1-ol FC(N1N=C(C=C1)C=1C(=CC(=NC1)NC1=NC(=NC=C1)C=1C=NN(C1)C(F)F)NC1CCC(CC1)(O)C)F